C(C)N1[C@@H](C=2C=CC=C(C3=CN4C(C(OCCCCCC(NC1=O)C1=NOC=C1)=N3)=NC=C4)C2)C (12R)-13-ethyl-12-methyl-16-(1,2-oxazol-3-yl)-12,13,16,17,18,19,20,21-octahydro-6,23-(azeno)-11,7-(metheno)imidazo[2,1-c][1,4,13,15]oxatriazacyclohenicosin-14(15H)-one